C1(CC1)OCC1=C(C=NC2=CC=C(N=C12)OC)N 4-(cyclopropoxymethyl)-6-methoxy-1,5-naphthyridin-3-amine